O1CCN2C1=CN1C(C2)CCC(=C1)C(=O)N hexahydro(1,3)oxazolo(3,2-a)pyrido(1,2-d)pyrazine-8-carboxamide